BrC1=CC2=C(N=C(S2)C(C(=O)N)CN2CCCC2)C=C1 (6-bromobenzothiazol-2-yl)-3-(pyrrolidin-1-yl)propionamide